FC(C1=NN(C(=C1)C(F)F)C1=NC(=CC=C1C(=O)OC)Cl)F methyl 2-[3,5-bis(difluoromethyl)pyrazol-1-yl]-6-chloro-pyridine-3-carboxylate